5-((1H-pyrrolo[2,3-b]pyridin-4-yl)thio)-2-((3S,4S)-4-amino-3-methyl-2-oxa-8-azaspiro[4.5]decan-8-yl)-3-methylpyrimidin-4(3H)-one formate salt C(=O)O.N1C=CC=2C1=NC=CC2SC=2C(N(C(=NC2)N2CCC1([C@@H]([C@@H](OC1)C)N)CC2)C)=O